(R)-N-(((R)-2-methyl-2,4,5,6-tetrahydro-1H-cyclobuta[f]inden-3-yl)carbamoyl)-6,7-dihydro-5H-pyrazolo[5,1-b][1,3]oxazine C[C@@H]1CC2=CC=3CCCC3C(=C21)NC(=O)N2CC=C1OCCCN12